2,8-diphenyl-4-[4-(9-phenyl-9H-fluorene-9-yl)phenyl]dibenzothiophene C1(=CC=CC=C1)C1=CC2=C(SC3=C2C=C(C=C3)C3=CC=CC=C3)C(=C1)C1=CC=C(C=C1)C1(C3=CC=CC=C3C=3C=CC=CC13)C1=CC=CC=C1